FCCOC1CC2=CC=CC=C2C1 (1S,2R)-2-(2-Fluoroethoxy)-2,3-dihydro-1H-inden